1-(4-iodo-1H-pyrazol-1-yl)cyclopropane-1-carbonitrile IC=1C=NN(C1)C1(CC1)C#N